2-((S)-1-(2-fluoroacryloyl)-4-((S)-2'-(((S)-1-methylpyrrolidin-2-yl)methoxy)-3,4,5',8'-tetrahydro-1H,6'H-spiro[naphthalene-2,7'-quinazolin]-4'-yl)piperazin-2-yl)acetonitrile FC(C(=O)N1[C@H](CN(CC1)C1=NC(=NC=2C[C@@]3(CCC12)CC1=CC=CC=C1CC3)OC[C@H]3N(CCC3)C)CC#N)=C